4-fluoro-8-(pyridin-3-yl)-2-(trifluoromethyl)chromeno[7,8-d]imidazol-6(3H)-one FC1=CC=2C(C=C(OC2C2=C1NC(=N2)C(F)(F)F)C=2C=NC=CC2)=O